(S)-4-benzyl-3-((S)-2-((tert-butyldimethylsilyl)oxy)-2-cyclopropylacetyl)oxazolidin-2-one C(C1=CC=CC=C1)[C@@H]1N(C(OC1)=O)C([C@H](C1CC1)O[Si](C)(C)C(C)(C)C)=O